di-tert-butyl 2,2'-((bicyclo[1.1.1]pentane-1,3-diylbis(methylene)) bis(oxy))diacetate C12(CC(C1)(C2)COCC(=O)OC(C)(C)C)COCC(=O)OC(C)(C)C